2,4,6-trimethylphenyl-acetamide CC1=C(C(=CC(=C1)C)C)CC(=O)N